ClC1=CC=C(C=C1)NC1C2=C(C=3N(CC1)N=NC3C)C=CC(=C2)C=2C=NNC2 N-(4-chlorophenyl)-1-methyl-9-(1H-pyrazol-4-yl)-6,7-dihydro-5H-benzo[c][1,2,3]triazolo[1,5-a]azepin-7-amine